(S)-tert-butyl-(2-(4-bromo-2-fluorophenyl)-1-cyanoethyl)carbamate C(C)(C)(C)OC(N[C@@H](CC1=C(C=C(C=C1)Br)F)C#N)=O